(R)-1-(8-methoxy-9-(2-methyl-2H-tetrazol-5-yl)-1-propyl-5,6-dihydroimidazo[5,1-a]isoquinoline-3-carbonyl)-2-methylazetidine-2-carboxamide COC=1C=C2CCN3C(C2=CC1C=1N=NN(N1)C)=C(N=C3C(=O)N3[C@](CC3)(C(=O)N)C)CCC